(E)-1-fluoro-4-(2-bromovinyl)benzene FC1=CC=C(C=C1)\C=C\Br